2-cyclohexyl-2H-1,2,3-triazole C1(CCCCC1)N1N=CC=N1